bromo-8'-methyl-2'H-spiro[cyclohexane-1,3'-imidazo[1,5-a]pyridine]-1',3,5'-trione BrN1C2(N3C(=C(C=CC3=O)C)C1=O)CC(CCC2)=O